N-(1'-(2-(1,1-difluoroethyl)-6-morpholinopyrimidin-4-yl)-1',2'-dihydrospiro[cyclopropane-1,3'-pyrrolo[3,2-c]pyridin]-6'-yl)acetamide FC(C)(F)C1=NC(=CC(=N1)N1CC2(C=3C=NC(=CC31)NC(C)=O)CC2)N2CCOCC2